C(C=C)(=O)N1C[C@@H](N(C[C@H]1C)C1=C(C(N2C3=C(C(=C(C=C13)Cl)C1=C(C=CC=C1O)F)OCC2)=O)C#N)C (S)-7-((2S,5R)-4-acryloyl-2,5-dimethylpiperazin-1-yl)-9-chloro-10-(2-fluoro-6-hydroxyphenyl)-5-oxo-3,5-dihydro-2H-[1,4]oxazino[2,3,4-ij]quinoline-6-carbonitrile